3-methoxy-5-methylstyrene COC=1C=C(C=C)C=C(C1)C